C(C)(C)(C)OC(=O)N1CC(CC1)OC=1C=C2C(=CC(=NC2=CC1)C)Br 3-((4-bromo-2-methylquinolin-6-yl)oxy)pyrrolidine-1-carboxylic acid tert-butyl ester